C(C)(C)C1=C(NC2=CC=C(C=C12)C(C(=O)N1CCC2(CCN(C2)C)CC1)C)C1=CC(=NC=C1)C 2-(3-isopropyl-2-(2-methylpyridin-4-yl)-1H-indol-5-yl)-1-(2-methyl-2,8-diazaspiro[4.5]decan-8-yl)propan-1-one